2-[2-[2-[6-(Allyloxycarbonylamino)hexanoylamino]ethoxy]ethyl-dimethyl-ammonio]ethyl hydrogen phosphate P(=O)(OCC[N+](C)(C)CCOCCNC(CCCCCNC(=O)OCC=C)=O)(O)[O-]